O.ClC=1C=C(C=CC1Cl)C(=O)C=O 3,4-dichlorophenyl-glyoxal monohydrate